N'-formylformohydrazide C(=O)NNC=O